2-(4-((1R,5S)-3,8-diazabicyclo[3.2.1]octan-3-yl)-2-(((S)-1-methylpyrrolidin-2-yl)methoxy)quinazolin-7-yl)-3-fluorophenol [C@H]12CN(C[C@H](CC1)N2)C2=NC(=NC1=CC(=CC=C21)C2=C(C=CC=C2F)O)OC[C@H]2N(CCC2)C